(4-methylphenyl)-1,3,4-thiadiazole-2-amine CC1=CC=C(C=C1)C1=NN=C(S1)N